tert-butyl 4-(((benzyloxy)carbonyl)amino)-4-((4-(trifluoromethyl)phenyl)carbamoyl)piperidine-1-carboxylate C(C1=CC=CC=C1)OC(=O)NC1(CCN(CC1)C(=O)OC(C)(C)C)C(NC1=CC=C(C=C1)C(F)(F)F)=O